α,α-dimethyl-3,4-methylenedioxy-phenethylamine CC(CC1=CC2=C(C=C1)OCO2)(C)N